3-ethyl-5-phenyl-1-(4-vinylbenzyl)-1H-1,2,4-triazole C(C)C1=NN(C(=N1)C1=CC=CC=C1)CC1=CC=C(C=C1)C=C